BrC=1C(=CC2=C(NC(OC2=O)=O)C1F)Cl 7-Bromo-6-chloro-8-fluoro-2H-benzo[d][1,3]oxazine-2,4(1H)-dione